C(C1=CC=CC=C1)OC1=C(C(=C2C[C@@H](N(C2=C1)C(=O)OC(C)(C)C)CN(CC1CCC1)C(=O)OC(C)(C)C)F)N(C(C(F)(F)F)=O)CC(=O)OC(C)(C)C tert-butyl (2R)-6-(benzyloxy)-2-{[(tert-butoxycarbonyl)(cyclobutylmethyl)amino]methyl}-5-[(2-tert-butoxy-2-oxoethyl)(trifluoroacetyl)amino]-4-fluoro-2,3-dihydro-1H-indole-1-carboxylate